tert-butyl (3S)-4-(6-fluoro-7-(6-fluorobenzofuran-7-yl)-1-(4-isopropyl-6-methylpyrimidin-5-yl)-2-oxo-1,2-dihydropyrido[2,3-d]pyrimidin-4-yl)-3-methylpiperazine-1-carboxylate FC1=CC2=C(N(C(N=C2N2[C@H](CN(CC2)C(=O)OC(C)(C)C)C)=O)C=2C(=NC=NC2C)C(C)C)N=C1C1=C(C=CC=2C=COC21)F